5-((S)-2-(2-Chlorophenyl)pyrrolidin-1-yl)-N-((R,E)-4-(methylsulfonyl)but-3-en-2-yl)picolinamide ClC1=C(C=CC=C1)[C@H]1N(CCC1)C=1C=CC(=NC1)C(=O)N[C@H](C)\C=C\S(=O)(=O)C